C(C)N1N=C(C(=C1C)C=COC)C 1-ethyl-4-(2-methoxyvinyl)-3,5-dimethyl-1H-pyrazole